p-((8-bromooctyl)sulfonamido)-L-phenylalanine BrCCCCCCCCS(=O)(=O)NC1=CC=C(C[C@H](N)C(=O)O)C=C1